N-((3S,4S)-3-fluoro-piperidin-4-yl)-6-(6-(1-(trifluoromethyl)-cyclopropyl)imidazo-[1,2-a]pyridin-3-yl)-pyridin-2-amine F[C@H]1CNCC[C@@H]1NC1=NC(=CC=C1)C1=CN=C2N1C=C(C=C2)C2(CC2)C(F)(F)F